CN(C1(CCNCC1)C(=O)O)C 4-dimethylamino-piperidine-4-carboxylic acid